biphospholine P1=C(CCC1)C1=PCCC1